NC1=C2N=CN(C2=NC(=N1)C#C)C1CCC(CC1)C(=O)NC1=CC(=CC=C1)OC 4-(6-amino-2-ethynyl-9H-purin-9-yl)-N-(3-methoxyphenyl)cyclohexanecarboxamide